1-(4-fluorophenyl)methanesulfonamide FC1=CC=C(C=C1)CS(=O)(=O)N